N-hexadecyl-N,N-di(2-hydroxyethyl)-N-methyl-ammonium bromide [Br-].C(CCCCCCCCCCCCCCC)[N+](C)(CCO)CCO